C(C)(C)(C)OC(=O)NCCNC=1N=C(C=2N=CN([C@H]3[C@H](O)[C@H](O)[C@@H](CO)O3)C2N1)N 2-({2-[(tert-butoxycarbonyl)amino]ethyl}amino)adenosine